acetyl 2,4,6-tri-O-acetyl-3-azido-3-deoxy-1-thio-D-galactopyranoside C(C)(=O)O[C@H]1C(SC(C)=O)O[C@@H]([C@@H]([C@@H]1N=[N+]=[N-])OC(C)=O)COC(C)=O